C(CC(O)(C(=O)O)CC(=O)O)(=O)O.OC[C@H](O)[C@@H](O)[C@H](O)[C@H](O)CO sorbitol, citrate salt